C(C1CO1)OCCC[Si](OCC)(OCC)OCC (3-glycidyloxypropyl)triethoxysilane